5-cyano-2-(4-fluorophenyl)-4-(1-methyl-1H-pyrazol-3-yl)pyridine 1-oxide C(#N)C=1C(=CC(=[N+](C1)[O-])C1=CC=C(C=C1)F)C1=NN(C=C1)C